1-((1R)-3'-(2-(2-(2-bromo-4-fluorophenyl)-5-methylpyrrolidin-1-yl)-2-oxoethyl)-2',4'-dioxo-2,3-dihydrospiro[indene-1,5'-oxazolidine]-5-yl)-3-methylurea BrC1=C(C=CC(=C1)F)C1N(C(CC1)C)C(CN1C(O[C@]2(C1=O)CCC1=CC(=CC=C12)NC(=O)NC)=O)=O